6,8-difluoro-3,4-dihydro-1H-2-naphthalenone FC=1C=C2CCC(CC2=C(C1)F)=O